pentamethylcyclopentadienyl(3-trimethylsilylmethylbenz[e]indenyl)hafnium(IV) CC1=C(C(=C(C1([Hf+2]C1=CC(C=2C=CC3=C(C12)C=CC=C3)C[Si](C)(C)C)C)C)C)C